pentadecyldi-n-propyl-(3-trimethoxysilylpropyl)ammonium chloride [Cl-].C(CCCCCCCCCCCCCC)[N+](CCC[Si](OC)(OC)OC)(CCC)CCC